(R)-3-hydroxy-N,N-dimethyl-3-(o-tolyl)propionamide O[C@H](CC(=O)N(C)C)C1=C(C=CC=C1)C